CC1=CC(=CC=C1)CC2=CC=CC=C2 3-methyldiphenylmethane